ClC1=CC(=C(C=C1)C1=NN2C(CN(CC2)C(=O)OC(C)(C)C)=C1C1=CC=NC=C1)F tert-butyl 2-(4-chloro-2-fluorophenyl)-3-(pyridin-4-yl)-6,7-dihydropyrazolo[1,5-a]pyrazine-5(4H)-carboxylate